C(C=1C(O)=CC=CC1)OC=1C(C(=O)[O-])=CC=CC1 SALICYLSALICYLATE